N-[(2-pyridyl)mesityl]methyleneamine N1=C(C=CC=C1)C1=C(C(=C(C=C1C)C)N=C)C